ClC(CN(C(O)=O)C=1SC(=NN1)C(C)(C)C)(Cl)Cl.C(=O)C1CCC(CC1)N1N=C2C=C(C(=CC2=C1)NC(=O)C1=NC(=CC=C1)C(F)(F)F)OC(F)(F)F N-[2-(4-formylcyclohexyl)-6-(trifluoromethoxy)indazol-5-yl]-6-(trifluoromethyl)pyridine-2-carboxamide 2,2,2-trichloroethyl-(5-(tert-butyl)-1,3,4-thiadiazol-2-yl)carbamate